(phenyl)[(phenyl)(spirobifluorenyl)triazineyl]dibenzoselenophene C1(=CC=CC=C1)C1=C(C2=C([Se]C3=C2C=CC=C3)C=C1)C1=NN=NC(=C1C=1C3(C2=CC4=CC=CC=C4C2=CC1)C=CC=C1C2=CC=CC=C2C=C13)C1=CC=CC=C1